Thio-β-D-ribose S[C@H]1[C@H](O)[C@H](O)[C@H](O1)CO